C(C=C)SCC(=O)C1=C(SC(=C1)Cl)S(=O)(=O)N 3-(2-(allylsulfanyl)acetyl)-5-chlorothiophene-2-sulfonamide